FC=1C(=NC(N(C1)[C@@H]1CS[C@@H](O1)CO)=O)N (2R,5S)-5-fluoro-1-[2-(hydroxymethyl)-1,3-oxathiolan-5-yl]cytosine